C(C)(=O)O[C@@H]1[C@@H]([C@H](OC1OC(C)=O)CNC(C(C)C)=O)OC(C)=O acetic acid [(2R,3R,4R)-4,5-diacetoxy-2-[(2-methylpropanamido)-methyl] tetrahydrofuran-3-yl] ester